5-Fluoro-3-(7-fluoro-2-methyl-2H-indazol-5-yl)-7-(piperidin-4-yl)cinnoline FC1=C2C=C(N=NC2=CC(=C1)C1CCNCC1)C1=CC2=CN(N=C2C(=C1)F)C